4-(2,4-difluorophenoxy)-6-hydroxy-1-(ethylsulfonyl)-1H-indole FC1=C(OC2=C3C=CN(C3=CC(=C2)O)S(=O)(=O)CC)C=CC(=C1)F